(S)-2-(3-(benzofuran-7-yloxy)-3-(thiophen-2-yl)propyl)isoindoline-1,3-dione O1C=CC2=C1C(=CC=C2)O[C@@H](CCN2C(C1=CC=CC=C1C2=O)=O)C=2SC=CC2